C(C)N1C=CC2=C1N=CN(C2=O)CC2(CCN(CC2)C(=O)[C@@H]2[C@H](CNCC2)C2=CC=CC=C2)O 7-ethyl-3-({4-hydroxy-1-[(3S,4S)-3-phenylpiperidine-4-carbonyl]Piperidin-4-yl}methyl)-3H,4H,7H-pyrrolo[2,3-d]Pyrimidin-4-one